2-(hydroxymethyl)-3-hydroxypropionic acid OCC(C(=O)O)CO